FC1=C(C=C(C=C1)F)C(\C=C(\C)/NC=1C=NN(C1C(=O)[O-])C)=C=O (Z)-4-((4-(2,5-difluorophenyl)-4-carbonylbut-2-en-2-yl)amino)-1-methyl-1H-pyrazole-5-carboxylate